ClC1=C(C=C(C=N1)C[C@H]1C(N([C@H]2C[C@@H]12)C1=CC(=NN1COCC[Si](C)(C)C)C1=CN=NC=C1)=O)C (1S,4R,5S)-4-((6-Chloro-5-methylpyridin-3-yl)methyl)-2-(3-(pyridazin-4-yl)-1-((2-(trimethylsilyl)ethoxy)methyl)-1H-pyrazol-5-yl)-2-azabicyclo[3.1.0]hexan-3-one